3-(tert-butyl-dimethyl-silanyloxy)-2-(4-methoxy-benzylamino)-2-methyl-propionitrile C(C)(C)(C)[Si](OCC(C#N)(C)NCC1=CC=C(C=C1)OC)(C)C